2,3-dimethyl-5-methyl-6-decylpentenylbenzoquinone CC(=CC=1C(C(=CC(C1)=O)CCCCCCCCCC)=O)C(CCC)C